N1CC(C1)N(C(=O)C1=C(N=C(N1[C@H]1CN(CC1)C(C)C)CNC1=C(C=C(C(=C1)C(C)(C)C)Cl)O)Cl)C (R)-N-(azetidin-3-yl)-2-(((5-(tert-butyl)-4-chloro-2-hydroxyphenyl)amino)methyl)-4-chloro-1-(1-isopropylpyrrolidin-3-yl)-N-methyl-1H-imidazole-5-carboxamide